Cl.C(C)NCC1=CC=C(C(=O)NC)C=C1 4-(ethylaminomethyl)-N-methyl-benzamide hydrochloride